fluorovinyl chloride FC=CCl